ClC=1C=CC=C2C=CC(NC12)=O 8-chloroquinolin-2(1H)-one